N-(5-(2-Fluoro-6-methoxyphenyl)-1H-pyrazolo[3,4-c]pyridin-3-yl)-3-(3-oxopiperazin-1-yl)benzamide FC1=C(C(=CC=C1)OC)C=1C=C2C(=CN1)NN=C2NC(C2=CC(=CC=C2)N2CC(NCC2)=O)=O